(5Z)-5-[(1-phenylpyrazol-4-yl)methylene]-2-thioxo-thiazolidin-4-one C1(=CC=CC=C1)N1N=CC(=C1)\C=C/1\C(NC(S1)=S)=O